N-cyclopropylmethylamine C1(CC1)NC